COC=1C=C(C=CC1OC)C1=C(C=C(C=C1)NC(=O)NC1CCC(CC1)C)C=1N=NN(N1)C(C1=CC=CC=C1)(C1=CC=CC=C1)C1=CC=CC=C1 1-(3',4'-dimethoxy-2-(2-trityl-2H-tetrazol-5-yl)-[1,1'-biphenyl]-4-yl)-3-(4-methylcyclohexyl)urea